tri(5,5-dimethyl-2-hexyl) citrate C(CC(O)(C(=O)OC(C)CCC(C)(C)C)CC(=O)OC(C)CCC(C)(C)C)(=O)OC(C)CCC(C)(C)C